C1N(CCC2=CC=CC=C12)CC1=CC(C(=CO1)OC1CC2(CN(C2)C(=O)OC(C)(C)C)C1)=O tert-butyl 6-((6-((3,4-dihydroisoquinolin-2(1H)-yl) methyl)-4-oxo-4H-pyran-3-yl) oxy)-2-azaspiro[3.3]heptane-2-carboxylate